C\C(=C/CC1=C(OC2[C@@H]([C@H]([C@@H]([C@H](O2)O)O)O)CO)C=C(C=C1OC1O[C@@H]([C@H]([C@@H]([C@H]1CO)O)O)O)CCCCCC)\CCC=C(C)C (2S,3S,4R,5R)-6-{2-[(2E)-3,7-dimethylocta-2,6-dien-1-yl]-5-hexyl-3-{[(3R,4R,5S,6S)-4,5,6-trihydroxy-3-(hydroxymethyl)oxan-2-yl]oxy}phenoxy}-5-(hydroxymethyl)oxane-2,3,4-triol